2-(2-(3-methoxyphenoxy)ethoxy)pyridin-4-amine COC=1C=C(OCCOC2=NC=CC(=C2)N)C=CC1